1,1'-cyclopentane-1,1-diylbis(4-bromobenzene) C1(CCCC1)(C1=CC=C(C=C1)Br)C1=CC=C(C=C1)Br